4,5-diiodo-1-methyl-1H-imidazole IC=1N=CN(C1I)C